5-chloro-6-methyl-1-(tetrahydro-2H-pyran-2-yl)-1H-indazol ClC=1C=C2C=NN(C2=CC1C)C1OCCCC1